4-((5-(4-chlorophenyl)-1H-pyrazol-3-yl)amino)phenol ClC1=CC=C(C=C1)C1=CC(=NN1)NC1=CC=C(C=C1)O